4-(2-nitro-1H-imidazol-1-yl)butan-1-amine trifluoroacetate FC(C(=O)O)(F)F.[N+](=O)([O-])C=1N(C=CN1)CCCCN